FC(OC=1C=C(C=CC1)NC(=O)NC1CN(C1)C1=CC(=C(C(=C1)F)C1C(NC(CC1)=O)=O)F)F 1-(3-(difluoromethoxy)phenyl)-3-(1-(4-(2,6-dioxopiperidin-3-yl)-3,5-difluorophenyl)azetidin-3-yl)urea